2-propanamidobutyramide C(CC)(=O)NC(C(=O)N)CC